(3S)-1-[6-[[6-(trifluoromethoxy)-3-pyridinyl]methyl]-2-azaspiro[3.3]heptane-2-carbonyl]pyrrolidine-3-carboxamide ethyl-3-methylthiophene-2-carboximidate C(C)OC(=N)C=1SC=CC1C.FC(OC1=CC=C(C=N1)CC1CC2(CN(C2)C(=O)N2C[C@H](CC2)C(=O)N)C1)(F)F